C1CC12CCN(CC2)C=2C=CC=1N(C2)N=CC1C(=O)N1[C@@H](C2=C(CC1)NC=N2)C=2OC1=C(N2)C(=CC=C1)F (S)-(6-(6-azaspiro[2.5]octan-6-yl)pyrazolo[1,5-a]pyridin-3-yl)(4-(4-fluorobenzo[d]oxazol-2-yl)-6,7-dihydro-1H-imidazo[4,5-c]pyridin-5(4H)-yl)methanone